3-methylisoquinolin-1-amine trifluoroacetate FC(C(=O)O)(F)F.CC=1N=C(C2=CC=CC=C2C1)N